3-amino-2-bromo-5-((2-(trimethylsilyl)ethoxy)methoxy)benzaldehyde NC=1C(=C(C=O)C=C(C1)OCOCC[Si](C)(C)C)Br